Cl.NC1(CCC1)C=1C=C(C(=O)NCC2=CC=3NC4=CC(=C(C=C4C3C=C2)F)F)C=CC1 3-(1-aminocyclobutyl)-N-((6,7-difluoro-9H-carbazol-2-yl)methyl)benzamide hydrochloride